C(C(C)(C)C)(O)O Neopentandiol